ClC1=CC=C(C=C1)C(C(N1C=CC2=CC=C(C=C12)OC(F)(F)F)=O)NC=1C=C(OC[C@@]2([C@H](C2)C(=O)O)F)C=C(C1)OC (1R,2R)-2-((3-((1-(4-chlorophenyl)-2-oxo-2-(6-(trifluoromethoxy)-indol-1-yl)ethyl)amino)-5-methoxyphenoxy)methyl)-2-fluorocyclopropane-carboxylic acid